1,1,4-trichloro-2-butene ClC(C=CCCl)Cl